2-(5,5-dimethyl-1,3,2-dioxaborinan-2-yl)-4-[5-(trifluoromethyl)-1,2,4-oxadiazol-3-yl]benzaldehyde CC1(COB(OC1)C1=C(C=O)C=CC(=C1)C1=NOC(=N1)C(F)(F)F)C